6-fluoro-1-methyl-5-(5-(3-methyl-3-(pyridin-2-yl)but-1-yn-1-yl)-3,4-dihydroquinolin-1(2H)-yl)-[1,2,4]triazolo[4,3-a]quinazoline FC1=C2C(=NC=3N(C2=CC=C1)C(=NN3)C)N3CCCC1=C(C=CC=C31)C#CC(C)(C3=NC=CC=C3)C